(4-(7-(3-(2,3-dihydrobenzo[b][1,4]dioxin-6-yl)-2-methylphenyl)imidazo[1,2-a]pyridin-3-yl)benzyl)-L-proline O1C2=C(OCC1)C=C(C=C2)C=2C(=C(C=CC2)C2=CC=1N(C=C2)C(=CN1)C1=CC=C(CN2[C@@H](CCC2)C(=O)O)C=C1)C